C(C)(C)(C)OC(=O)NS(=O)(=O)N(C1C[NH+](CCC1)C)C=1C=NN(C1)C 3-[({[(tert-butoxy)carbonyl]amino}sulfonyl)(1-methyl-1H-pyrazol-4-yl)amino]-1-methylpiperidin-1-ium